N-(5-(8-(7-acetyl-3-ethyl-5,6,7,8-tetrahydroimidazo[1,5-a]pyrazin-1-yl)isoquinolin-3-yl)-2-aminophenyl)-5-(2-(2,6-dioxopiperidin-3-yl)-1-oxoisoindolin-4-yl)pent-4-ynamide C(C)(=O)N1CC=2N(CC1)C(=NC2C=2C=CC=C1C=C(N=CC21)C=2C=CC(=C(C2)NC(CCC#CC2=C1CN(C(C1=CC=C2)=O)C2C(NC(CC2)=O)=O)=O)N)CC